3-((((3-(4'-((S,E)-4-hydroxy-3-(2-((S)-1-hydroxyethyl)-1H-imidazol-1-yl)but-1-en-1-yl)-[1,1'-biphenyl]-4-yl)cyclobutyl)methyl)amino)methyl)-1,2,4-oxadiazole-5-carboxamide OC[C@H](/C=C/C1=CC=C(C=C1)C1=CC=C(C=C1)C1CC(C1)CNCC1=NOC(=N1)C(=O)N)N1C(=NC=C1)[C@H](C)O